ClC=1C=C(C=C2C=CN(C(C12)=O)C1CCN(CC1)C(=O)OC(C)(C)C)C=1C=C(C=2N(N1)C=C(N2)C)C tert-butyl 4-(8-chloro-6-{2,8-dimethylimidazo[1,2-b]pyridazin-6-yl}-1-oxoisoquinolin-2-yl)piperidine-1-carboxylate